N-(dimethylsulfamoyl)-N-[[2-fluoro-4-[5-(trifluoromethyl)-1,2,4-oxadiazol-3-yl]phenyl]methyl]ethanamine CN(S(=O)(=O)N(CC)CC1=C(C=C(C=C1)C1=NOC(=N1)C(F)(F)F)F)C